1-heptadecanoyl-2-docosanoyl-glycero-3-phosphocholine C(CCCCCCCCCCCCCCCC)(=O)OCC(OC(CCCCCCCCCCCCCCCCCCCCC)=O)COP(=O)([O-])OCC[N+](C)(C)C